FC(C1=NN(C(=C1)S(=O)(=O)C(C)(C)C1CCN(CC1)C1=CN=NC=C1)C)F 4-(2-((3-(difluoro-methyl)-1-methyl-1H-pyrazol-5-yl)sulfonyl)propan-2-yl)-N-(pyridazin-4-yl)piperidine